ethyl 1-(3-nitrophenyl)-5-amino-1H-pyrazole-4-carboxylate [N+](=O)([O-])C=1C=C(C=CC1)N1N=CC(=C1N)C(=O)OCC